((6-(4-amino-7-methyl-7H-pyrrolo[2,3-d]pyrimidin-5-yl)-5-fluoropyridin-3-yl)imino)hexahydro-1λ6-thiopyran 1-oxide NC=1C2=C(N=CN1)N(C=C2C2=C(C=C(C=N2)N=S2(CCCCC2)=O)F)C